(3-{6-oxo-4-[4-(trifluoromethyl)thiazol-2-yl]-1,6-dihydropyrimidin-2-yl}-4-(trifluoromethyl)benzyl)isobutyramide O=C1C=C(N=C(N1)C=1C=C(CC(C(=O)N)(C)C)C=CC1C(F)(F)F)C=1SC=C(N1)C(F)(F)F